ClC=1C=C(N(C([C@H](CCC2=CC(=C(C=C2)C(F)(F)F)Cl)NC(=O)OCC2C3=CC=CC=C3C=3C=CC=CC23)=O)CC(=O)O)C=CC1 2-(3-Chloro-N-[(2S)-4-[3-chloro-4-(trifluoromethyl)phenyl]-2-(9H-fluoren-9-ylmethoxycarbonylamino)butanoyl]anilino)acetic acid